CC=1C=C(C=C(C1)C(=O)OC)C(=O)OC dimethyl 5-methylbenzene-1,3-dicarboxylate